BrC=1C=CC(=C(C1)S(=O)(=O)NC=1C(=C(C(=O)OC2=CC=CC=C2)C=C(C1)C1(CCCCC1)C#N)O)O Phenyl 3-((5-bromo-2-hydroxyphenyl)sulfonamido)-5-(1-cyanocyclohexyl)-2-hydroxybenzoate